[Si](C1=CC=CC=C1)(C1=CC=CC=C1)(C(C)(C)C)O[C@H]1C[C@H](C1)C1CC(=NO1)C12CC(C1)(C2)NC(OC(C)(C)C)=O tert-butyl (3-{5-[cis-3-{[tert-butyl(diphenyl)silyl]oxy}cyclobutyl]-4,5-dihydro-1,2-oxazol-3-yl}bicyclo[1.1.1]pentan-1-yl)carbamate